(8R,9S,10R)-10-(acetamidomethyl)-N-(4-methoxyphenyl)-9-(4-(phenylethynyl)phenyl)-1,6-diazabicyclo[6.2.0]decane-6-carboxamide C(C)(=O)NC[C@H]1[C@@H]([C@@H]2CN(CCCCN12)C(=O)NC1=CC=C(C=C1)OC)C1=CC=C(C=C1)C#CC1=CC=CC=C1